The molecule is an unsaturated fatty acyl-CoA that results from the formal condensation of the thiol group of coenzyme A with the carboxy group of (10E,12Z)-hexadecadienoic acid. It is a long-chain fatty acyl-CoA and an unsaturated fatty acyl-CoA. It is a conjugate acid of a (10E,12Z)-hexadecadienoyl-CoA(4-). CCC/C=C\\C=C/CCCCCCCCC(=O)SCCNC(=O)CCNC(=O)[C@@H](C(C)(C)COP(=O)(O)OP(=O)(O)OC[C@@H]1[C@H]([C@H]([C@@H](O1)N2C=NC3=C(N=CN=C32)N)O)OP(=O)(O)O)O